(S)-1-(3-(3-(4-phenoxyphenyl)-1H-pyrazolo[3,4-d]pyrimidin-1-yl)pyrrolidin-1-yl)prop-2-en-1-one O(C1=CC=CC=C1)C1=CC=C(C=C1)C1=NN(C2=NC=NC=C21)[C@@H]2CN(CC2)C(C=C)=O